diethoxymethoxybromosilane tert-Butyl-(4S)-4-[4-(5-bromo-2-pyridyl)-3-[(6-sulfamoyl-2-pyridyl)amino]butyl]-2,2-dimethyl-pyrrolidine-1-carboxylate C(C)(C)(C)OC(=O)N1C(C[C@@H](C1)CCC(CC1=NC=C(C=C1)Br)NC1=NC(=CC=C1)S(N)(=O)=O)(C)C.C(C)OC(O[SiH2]Br)OCC